(S)-2-((2-amino-7-fluoro-1,5-naphthyridin-4-yl)amino)-2-methylhexan-1-ol NC1=NC2=CC(=CN=C2C(=C1)N[C@](CO)(CCCC)C)F